C(CCCCC(=O)O)(=O)O.CC(CCO)O methyl-1,3-propanediol adipate